2-chloro-6-(6-methoxy-2-methylindol-5-yl)-1,7-naphthyridine ClC1=NC2=CN=C(C=C2C=C1)C=1C=C2C=C(NC2=CC1OC)C